NC1=CC=C(C=C1)C1(CCC1)O 1-(4-aminophenyl)cyclobutanol